CN(C(NC1CC(CC(C1)(C)CCC(=O)N(C)C)(C)C)=O)C 3-(5-(3,3-dimethylureido)-1,3,3-trimethylcyclohexyl)-N,N-dimethylpropanamide